BrC=1C=C2C(=NNC2=CC1C#N)C=CC(=O)OCC ethyl 3-(5-bromo-6-cyano-1H-indazol-3-yl)acrylate